trifluoroethyl-carbamate FC(CNC([O-])=O)(F)F